tert-butyl 4-(2,6-difluoro-4-hydroxy-phenyl)piperazine-1-carboxylate FC1=C(C(=CC(=C1)O)F)N1CCN(CC1)C(=O)OC(C)(C)C